3-[6-(Cyclopropylamino)-2-fluoropyridin-3-yl]-6,7-dihydro-5H-pyrazolo[5,1-b][1,3]oxazine-2-carboxylic acid C1(CC1)NC1=CC=C(C(=N1)F)C=1C(=NN2C1OCCC2)C(=O)O